N-(1-(2-naphthyl)vinyl)acetamide C1=C(C=CC2=CC=CC=C12)C(=C)NC(C)=O